FC=1C=CC2=C(N=C(S2)NC(C2=CC=CC=C2)=O)C1 N-(5-fluorobenzo[d]thiazol-2-yl)benzamide